CN(CCNC(=O)C1=CC=C2C=NNC2=C1)C indazole-6-carboxylic acid (2-dimethylamino-ethyl)-amide